pentaerythritol monophosphite P(O)(O)OCC(CO)(CO)CO